(S)-N-(5-((4-(4-ACETYLPIPERAZIN-1-YL)PHENYL)CARBAMOYL)-2-(HEXAN-3-YLOXY)PHENYL)-1-(2,5-DIMETHOXYPHENYL)-5-METHYL-1H-1,2,3-TRIAZOLE-4-CARBOXAMIDE C(C)(=O)N1CCN(CC1)C1=CC=C(C=C1)NC(=O)C=1C=CC(=C(C1)NC(=O)C=1N=NN(C1C)C1=C(C=CC(=C1)OC)OC)O[C@@H](CC)CCC